C(#N)C=1C=C(C=CC1)S(=O)(=O)NC1=CC=C(C=C1)S(NC1=C(C(=CC=C1)Cl)C)(=O)=O 3-cyano-N-(4-(N-(3-chloro-2-methylphenyl)sulfamoyl)phenyl)benzenesulfonamide